C1(CCCC1)NC=1C2=C(N=C(N1)C(O)C1=CC=C(C=C1)F)CCCN2 [4-(cyclopentylamino)-5,6,7,8-tetrahydropyrido[3,2-d]pyrimidin-2-yl]-(4-fluorophenyl)methanol